S(C)(=O)(=O)O.CN(C(COC(CC1=CC=C(C=C1)OC(C1=CC=C(C=C1)NC=NN)=O)=O)=O)C 4-[[4-[(aminoiminomethyl)amino]benzoyl]oxy]phenylacetic acid 2-(dimethylamino)-2-oxoethyl ester mesylate